ClC=1C=NC(=C(C(=O)NC2CCC(CC2)CN2C(N(C3=C2C=CC=C3)C=3C=NC(=CC3C)OCCO)=O)C1)C(F)(F)F 5-chloro-N-((1r,4r)-4-((3-(6-(2-hydroxyethoxy)-4-methylpyridin-3-yl)-2-oxo-2,3-dihydro-1H-benzo[d]imidazol-1-yl)methyl)cyclohexyl)-2-(trifluoromethyl)nicotinamide